(2-chloro-2-fluoro-acetyl)-[[(2S)-2-[[2-(3-methoxyanilino)acetyl]amino]-4-methyl-pentanoyl]amino]propionamide ClC(C(=O)C(C(=O)N)(C)NC([C@H](CC(C)C)NC(CNC1=CC(=CC=C1)OC)=O)=O)F